propyl-(3-aminopropyl)-dimethyl-ammonium C(CC)[N+](C)(C)CCCN